5,6-difluoro-1H-indole-3-carbaldehyde FC=1C=C2C(=CNC2=CC1F)C=O